N-(4,5-diphenylpyrimidin-2-yl)acetamide C1(=CC=CC=C1)C1=NC(=NC=C1C1=CC=CC=C1)NC(C)=O